1-(6-(4-(1-(quinoxalin-6-yl)ethyl)piperazin-1-yl)pyridazin-3-yl)ethan N1=CC=NC2=CC(=CC=C12)C(C)N1CCN(CC1)C1=CC=C(N=N1)CC